C(C)OC(COC1CCC(CC1)C(C)(C)NC[C@H](O)C1=CC(=CC=C1)F)=O.O1CCN(CC1)CCOC1=CC(=C(NC2=CC=C(C(=N2)OC2=CC=CC=C2)C(C)=O)C=C1)[N+](=O)[O-] 1-[6-[4-(2-morpholinoethoxy)-2-nitro-anilino]-2-phenoxy-3-pyridyl]ethanone Ethyl-2-(((1R,4r)-4-(2-(((R)-2-(3-fluorophenyl)-2-hydroxyethyl)amino)-propan-2-yl)cyclohexyl)oxy)acetate